C1(=CC=CC=C1)C1=C(C2=C(SC3=C2C=CC=C3)C=C1)C=1C(=C(C=CC1)C=1C(=CC=CC1)C1=CC=CC=C1)C1=NN=NC(=C1C1=CC=CC=C1)C1=CC=CC=C1 (phenyldibenzothiophenyl)(diphenyltriazinyl)terphenyl